1-methyl-1-ethylpyrrolidinium bis(pentafluoroethanesulfonyl)imide salt [N-](S(=O)(=O)C(F)(F)C(F)(F)F)S(=O)(=O)C(F)(F)C(F)(F)F.C[N+]1(CCCC1)CC